OC(C)C1=CC(=C(OCCCC(=O)O)C=C1[N+](=O)[O-])OC 4-[4-(1-hydroxyethyl)-2-methylOxy-5-nitrophenoxy]Butyric acid